ClC1=CC=2C3=C(NC2C=C1)CCN(C3)C(=O)OC(C)(C)C Tert-butyl 8-chloro-1,3,4,5-tetrahydro-2H-pyrido[4,3-b]indole-2-carboxylate